FC(C1=NN=C(O1)C=1C=CC(=NC1)CN1C(OC(=N1)C1=NC(=CC=C1)F)=O)F 3-[[5-[5-(difluoromethyl)-1,3,4-oxadiazol-2-yl]-2-pyridinyl]methyl]-5-(6-fluoro-2-pyridinyl)-1,3,4-oxadiazol-2-one